(3Z)-12,12-diethoxy-1,3-dodecadiene C(C)OC(CCCCCCC\C=C/C=C)OCC